C1CC2OCC1OO2 trioxabicyclo[2.2.2]octane